(4-(Benzyloxy)-3-(5-fluoropyrimidin-2-yl)phenyl)methanol C(C1=CC=CC=C1)OC1=C(C=C(C=C1)CO)C1=NC=C(C=N1)F